4-(3,4-difluorophenyl)-1-(2-(1,3-dimethyl-1H-pyrazol-4-yl)pyridin-4-yl)piperidin-4-ol FC=1C=C(C=CC1F)C1(CCN(CC1)C1=CC(=NC=C1)C=1C(=NN(C1)C)C)O